ClC1=C(C(=CC=C1Cl)O)[C@H]1C[C@@H]2N(C(CN(C2)C([C@H](CCC)CO)=O)=O)C1 (7R,8aS)-7-(2,3-dichloro-6-hydroxyphenyl)-2-[(2R)-2-(hydroxymethyl)pentanoyl]-hexahydropyrrolo[1,2-a]pyrazin-4-one